7-bromo-5-(tert-butyl)-8-methylquinoline BrC1=CC(=C2C=CC=NC2=C1C)C(C)(C)C